(S)-1'-(3-((1s,2r)-2-phenylcyclopropyl)-1H-pyrazolo[3,4-b]pyrazin-6-yl)-1,3-dihydrospiro[indene-2,4'-piperidine]-1-amine C1(=CC=CC=C1)[C@H]1[C@H](C1)C1=NNC2=NC(=CN=C21)N2CCC1(CC2)[C@@H](C2=CC=CC=C2C1)N